BrC1=C(C=C(OCCCC2CCN(CC2)CC(OCC)OCC)C=C1)C 4-(3-(4-bromo-3-methylphenoxy)propyl)-1-(2,2-diethoxyethyl)piperidine